C(C=C)(=O)OCCC[Si](OCCC)(OCCC)C 3-Acryloxypropylmethyldipropyloxysilane